CC(CCC1N(CCCC12CCNCC2)S(=O)(=O)C=2C=NC(=CC2)C)(C)C (3,3-Dimethylbutyl)-2-((6-methylpyridin-3-yl)sulfonyl)-2,9-diazaspiro[5.5]undecane